6-{7-[(1R,2R,3S,5S)-2-fluoro-8-azabicyclo[3.2.1]octan-3-yl]-6,7-dihydro-5H-pyrrolo[2,3-c]pyridazin-3-yl}-7-hydroxy-4-methyl-2H-1-benzopyran-2-one F[C@@H]1[C@H]2CC[C@@H](C[C@@H]1N1CCC3=C1N=NC(=C3)C=3C(=CC1=C(C(=CC(O1)=O)C)C3)O)N2